8-chloro-7-((5-chloropyrazin-2-yl)thio)imidazo[1,2-a]pyridine-2-carbonitrile ClC=1C=2N(C=CC1SC1=NC=C(N=C1)Cl)C=C(N2)C#N